C(C)(C)N(C1=CC2=C(C(=N1)CNC)CNC2=O)C 6-(isopropyl-(methyl)amino)-4-((methylamino)methyl)-2,3-dihydro-1H-pyrrolo[3,4-c]pyridin-1-one